NC1=NC=C(C=C1NCC(C(=O)OCC)(C)C#N)Br Ethyl 3-((2-amino-5-bromopyridin-3-yl)amino)-2-cyano-2-methylpropanoate